C1=CC=C2C=CC=3C=C4C(=C5C=CC1=C2C53)C=CC=C4 anti-benzo[a]Pyrene